FC=1C(=C(C=C2C(=NC(=NC12)S(=O)(=O)C)N1CC(CCC1)(O)C)[N+](=O)[O-])C1=CC=CC2=CC=C(C(=C12)C#C[Si](C(C)C)(C(C)C)C(C)C)F 1-(8-fluoro-7-(7-fluoro-8-((triisopropylsilyl)ethynyl)naphthalen-1-yl)-2-(methylsulfonyl)-6-nitroquinazolin-4-yl)-3-methylpiperidin-3-ol